ClC=1C=C2C(=NC1C1=CC=C(C=C1)C1=CC=C(C=C1)CNC(CO)(CO)CO)N=C(N2)OC=2C=CC(=C(C(=O)O)C2)C 5-((6-chloro-5-(4'-(((1,3-dihydroxy-2-(hydroxymethyl)propan-2-yl)amino)methyl)-[1,1'-biphenyl]-4-yl)-1H-imidazo[4,5-b]pyridin-2-yl)oxy)-2-methylbenzoic acid